propyl-undecanolide C(CC)C1C(=O)OCCCCCCCCC1